CC(CC(=O)[O-])(CC(=O)[O-])C(C)(C)C 3-methyl-3-tert-butylglutarate